N-(1-cyanocyclopropyl)-8-(1-(1-methoxycyclopropane-1-carbonyl)-1,2,3,6-tetrahydropyridin-4-yl)-3-(5-(Trifluoromethyl)-1,3,4-thiadiazol-2-yl)imidazo[1,5-a]pyridine-6-sulfonamide C(#N)C1(CC1)NS(=O)(=O)C=1C=C(C=2N(C1)C(=NC2)C=2SC(=NN2)C(F)(F)F)C=2CCN(CC2)C(=O)C2(CC2)OC